12-methylamino-12-oxododecanoyl-glycine CNC(CCCCCCCCCCC(=O)NCC(=O)O)=O